(±)-2-(2-(7-(3-(aminomethyl)-2-methoxyphenyl)benzofuran-5-yl)-4-methyl-3,4-dihydro-2H-Benzo[b][1,4]oxazin-8-yl)acetic acid NCC=1C(=C(C=CC1)C1=CC(=CC=2C=COC21)[C@@H]2CN(C1=C(O2)C(=CC=C1)CC(=O)O)C)OC |r|